CC1([C@H]2CN([C@@H]([C@@H]12)C(=O)O)C([C@H]([C@@H](C)OC1(CC1)C)NC(C(F)(F)F)=O)=O)C (1R,2S,5S)-6,6-dimethyl-3-[(2S,3R)-3-(1-methylcyclopropoxy)-2-[(2,2,2-trifluoroacetyl)amino]butanoyl]-3-azabicyclo[3.1.0]hexane-2-carboxylic acid